ClC1CN(CCC1Cl)CCC1=C(C=C(C=C1)F)C1=CC=CC=C1 (3,4-dichloro)-1-(2-(5-fluoro-[1,1'-biphenyl]-2-yl)ethyl)piperidine